C(C)(C)(C)OC(NC/C(=C/F)/COC=1C=C2C=CC(=NC2=CC1)C1=NC=CC=C1)=O N-[(Z)-3-fluoro-2-[[2-(2-pyridyl)-6-quinolyl]oxymethyl]allyl]carbamic acid tert-butyl ester